((5-Chloro-4-(cyclopentylamino)pyrimidin-2-yl)amino)-7-methylbenzo[c][1,2]oxaborole-1(3H)-ol ClC=1C(=NC(=NC1)NC1C2=C(B(O1)O)C(=CC=C2)C)NC2CCCC2